(1R,2R)-1-((2R,3R,4S,6R)-4-acetoxy-6-((6-aminohexyl)oxy)-6-(methoxycarbonyl)-3-((2-nitrophenyl)sulfonamido)tetrahydro-2H-pyran-2-yl)-3-azidopropane-1,2-diyl diacetate TFA salt OC(=O)C(F)(F)F.C(C)(=O)O[C@H]([C@@H](CN=[N+]=[N-])OC(C)=O)[C@@H]1O[C@](C[C@@H]([C@H]1NS(=O)(=O)C1=C(C=CC=C1)[N+](=O)[O-])OC(C)=O)(C(=O)OC)OCCCCCCN